NC1C(CC(C1)C(=O)O)(F)F 4-amino-3,3-difluorocyclopentanecarboxylic acid